(S)-6-((1-benzyl-1H-pyrazol-4-yl)methyl)-2-((S)-2,2-dimethylcyclopropane-1-carbonyl)-5-oxo-2,6-diazaspiro[3.4]octane-8-carboxylic acid C(C1=CC=CC=C1)N1N=CC(=C1)CN1C(C2(CN(C2)C(=O)[C@@H]2C(C2)(C)C)[C@@H](C1)C(=O)O)=O